C(CCCCCCC(=O)OC)(=O)OC 1,8-dimethyl suberate